3,5-bis(trifluoromethyl)benzyl (1R,4R)-5-((1H-benzo[d][1,2,3]triazole-5-carboxamido)methyl)-2-azabicyclo[2.2.1]heptane-2-carboxylate N1N=NC2=C1C=CC(=C2)C(=O)NCC2[C@@H]1CN([C@H](C2)C1)C(=O)OCC1=CC(=CC(=C1)C(F)(F)F)C(F)(F)F